FC=1C=CC=C2CN(N(C12)C(CS(=O)C)(C)C)C=1C=NC=CC1 7-fluoro-N-[1-(methanesulfinyl)-2-methylpropan-2-yl]-2-(pyridin-3-yl)-2H-indazole